(2Z)-4-oxo-4-[3-(trifluoromethyl)-5,6-dihydro-[1,2,4]triazolo[4,3-a]pyrazine-7(8H)-yl]-1-(2,4,5-trifluorophenyl)butan-2-one bis(2-(2-hydroxyphenyl) benzothiazolate) zinc [Zn+2].OC1=C(C=CC=C1)C1(SC2=C(N1)C=CC=C2)C(=O)[O-].OC2=C(C=CC=C2)C2(SC1=C(N2)C=CC=C1)C(=O)[O-].O=C(CC(CC1=C(C=C(C(=C1)F)F)F)=O)N1CC=2N(CC1)C(=NN2)C(F)(F)F